7-chloro-1H-pyrrolo[2,3-c]isoquinolin-2(3H)-one ClC=1C=CC=2C3=C(N=CC2C1)NC(C3)=O